(2-(2-benzyl-4-methylphenoxy)ethyl)thiomorpholine-1-oxide C(C1=CC=CC=C1)C1=C(OCCN2CCS(CC2)=O)C=CC(=C1)C